(R)-N-(4,4-difluoro-1-methylpyrrolidin-3-yl)-5-(1-(2-fluoroethyl)-2-methyl-1H-benzo[d]imidazol-6-yl)-4-methoxypyrrolo[2,1-f][1,2,4]triazin-2-amine FC1([C@@H](CN(C1)C)NC1=NN2C(C(=N1)OC)=C(C=C2)C=2C=CC1=C(N(C(=N1)C)CCF)C2)F